NC1=NC=CC=C1B(O)O 2-AMINOPYRIDINE-3-BORONIC ACID